C(C1=CC=CC=C1)N1CC(N(CC1)C)C(F)(F)F 4-benzyl-1-methyl-2-(trifluoromethyl)piperazine